C(C)OC(CCC1=C(C=CC(=C1)OCCOCCBr)OCCCOC=1C(=NC(=NC1CC)N)N)=O ethyl-3-(5-(2-(2-bromoethoxy)ethoxy)-2-(3-((2,4-diamino-6-ethylpyrimidin-5-yl)oxy)propoxy)phenyl)propanoate